NC=1C=C(C=CC1)C[C@@H](C(=O)O)NC(=O)OC(C)(C)C (S)-3-(3-Aminophenyl)-2-((tert-butoxycarbonyl)amino)propanoic acid